4-(4-decenyl)-2,6-diisopropylphenol C(CCC=CCCCCC)C1=CC(=C(C(=C1)C(C)C)O)C(C)C